ClC1=CC=C(C[C@H]2COCCN2C2CCC(CC2)C2=NN(C=N2)C)C=C1 (2R,5S)-5-(4-Chlorobenzyl)-4-(4-(1-methyl-1H-1,2,4-triazol-3-yl)cyclohexyl)morpholin